5-Methyl-5-[3-oxo-3-[3-[4-[1-(trifluoromethyl)cyclopropyl]phenyl]azetidin-1-yl]propyl]pyrrolidin-2-one CC1(CCC(N1)=O)CCC(N1CC(C1)C1=CC=C(C=C1)C1(CC1)C(F)(F)F)=O